S1C(CCC2=CC=CC=C12)=O thiochromanon